cobalt acetic acid salt C(C)(=O)[O-].[Co+2].C(C)(=O)[O-]